FC=1C=C(C=CC1F)NC(=O)C=1N(C(=C2C(NC(CCC21)(C)C#C)=O)C)C N-(3,4-difluorophenyl)-6-ethynyl-2,3,6-trimethyl-4-oxo-2,4,5,6,7,8-hexahydropyrrolo[3,4-c]azepine-1-carboxamide